The molecule is an aromatic amide that is 2,6-dimethylaniline in which the two amino hydrogens are replaced by chloroacetyl and 2-oxotetrahydrofuran-3-yl groups It is an aromatic amide, an organochlorine compound, a butan-4-olide and a tertiary carboxamide. CC1=C(C(=CC=C1)C)N(C2CCOC2=O)C(=O)CCl